CC=1C2=CN(N=C2C=CC1C1=NC=CC2=CN=C(C=C12)NC1=CC=C(C=C1)S(=O)(=O)C)CCNC(OC(C)(C)C)=O tert-butyl (2-(4-methyl-5-(7-((4-(methylsulfonyl)phenyl)amino)-2,6-naphthyridin-1-yl)-2H-indazol-2-yl)ethyl)carbamate